[N+](=O)([O-])C=1C=C(C=C(C1)C(F)(F)F)[C@@H](C)NC(=O)C=1N=CC(N(C1)C1=CC=CC=C1)=O N-[(1R)-1-[3-nitro-5-(trifluoromethyl)phenyl]ethyl]-5-oxo-4-phenyl-pyrazine-2-carboxamide